FC1=CC=C(C(=O)C2=CC3=C(N=CN3)C=C2)C=C1 5-(4-fluorobenzoyl)-benzimidazole